(3E)-hexenal C(\C=C\CCC)=O